tert-butyl N-[(3-bromo-4-chloro-phenyl)methyl]carbamate BrC=1C=C(C=CC1Cl)CNC(OC(C)(C)C)=O